6-[5-(difluoromethyl)-1,3,4-oxadiazol-2-yl]-2-[(1R*,2S*)-2-(4-fluorophenyl)-1-(6-fluoropyridin-3-yl)-2-hydroxyethyl]-2,3-dihydro-1H-isoindol-1-one FC(C1=NN=C(O1)C1=CC=C2CN(C(C2=C1)=O)[C@@H]([C@@H](O)C1=CC=C(C=C1)F)C=1C=NC(=CC1)F)F |o1:17,18|